Glycerol Mono-Acetate C(C)(=O)OCC(O)CO